ClC=1C=C(C=CC1)[C@@H]([C@H]1CN2C(C=3N1N=CC(C3O)=O)=NC=C2)C2=CC=C(C=C2)F (S)-6-((S)-(3-chlorophenyl)(4-fluorophenyl)methyl)-11-hydroxy-5,6-dihydro-10H-imidazo[2',1':3,4]pyrazino[1,2-b]pyridazin-10-one